FC1(CN(CC1)C=1C=CC(=NC1)CNC(C)C1=NC=CC=N1)F N-((5-(3,3-difluoropyrrolidin-1-yl)pyridin-2-yl)methyl)-1-(pyrimidin-2-yl)ethane-1-amine